C(C)(C)(C)OC(NC/C(=C\F)/CN1N=CN(C1=O)CC=1SC=C(C1)C1=CC2=C(OCO2)C=C1)=O (E)-(2-((4-((4-(1,3-benzodioxol-5-yl)thiophen-2-yl)methyl)-5-oxo-4,5-dihydro-1H-1,2,4-triazol-1-yl)methyl)-3-fluoroallyl)carbamic acid tert-butyl ester